4-[[1-(4-piperidyl)pyrazol-3-yl]oxymethyl]pyridine N1CCC(CC1)N1N=C(C=C1)OCC1=CC=NC=C1